N-(4-((2-((5-(tert-butyl)-1-((1R,2S)-2-hydroxycyclopentyl)-1H-pyrazol-3-yl)amino)-1-methyl-1H-imidazo[4,5-b]pyridin-6-yl)oxy)pyridin-2-yl)acetamide C(C)(C)(C)C1=CC(=NN1[C@H]1[C@H](CCC1)O)NC=1N(C=2C(=NC=C(C2)OC2=CC(=NC=C2)NC(C)=O)N1)C